CS(=O)(=O)C.[P] phosphorus (methyl) sulfone